C(C)(C)(C)OC(NC1=CN(C2=C1C(NC=C2)=O)C)=O (1-Methyl-4-oxo-4,5-dihydro-1H-pyrrolo[3,2-c]pyridin-3-yl)carbamic acid tert-butyl ester